2,6-Difluoro-3-(1-methyl-6-(4-methylpiperazin-1-yl)-1H-pyrazolo[3,4-d]pyrimidin-3-yl)-5-(trifluoromethyl)phenol FC1=C(C(=C(C=C1C1=NN(C2=NC(=NC=C21)N2CCN(CC2)C)C)C(F)(F)F)F)O